COC1=CC=C(C=C1)SC(C)(C)[C@H]1C[C@H]2C(CC(C=C2CC1)=O)(C)C (4R,4aS,6R)-6-(2-((4-methoxyphenyl)thio)propan-2-yl)-4,4-dimethyl-4,4a,5,6,7,8-hexahydronaphthalen-2(3H)-one